Methyl 6-cyano-2,2-di-p-tolylhexanoate C(#N)CCCCC(C(=O)OC)(C1=CC=C(C=C1)C)C1=CC=C(C=C1)C